Tetraethylene glycol di(2-ethylhexanoate) C(C)C(C(=O)OCCOCCOCCOCCOC(C(CCCC)CC)=O)CCCC